((7R)-7-amino-2-azabicyclo[2.2.1]hept-2-yl)(2-(1-(cyclopropylmethyl)-6-(4-methoxypiperidin-1-yl)-1H-pyrrolo[2,3-b]pyridin-2-yl)-3-methylpyrazolo[1,5-a]pyridin-6-yl)methanone N[C@H]1C2N(CC1CC2)C(=O)C=2C=CC=1N(C2)N=C(C1C)C1=CC=2C(=NC(=CC2)N2CCC(CC2)OC)N1CC1CC1